(3,3-Difluorocyclobutoxy)-2,2-difluoro-7-(trifluoromethylthio)-2,3-dihydro-1H-inden-1-ol FC1(CC(C1)OC1(C(CC2=CC=CC(=C12)SC(F)(F)F)(F)F)O)F